5-methyl-1-(1-methyl-1H-pyrazol-4-yl)-6-((3aR,5r,6aS)-2-(tetrahydro-2H-pyran-4-yl)octahydrocyclopenta[c]pyrrol-5-yl)-1H-indazole CC=1C=C2C=NN(C2=CC1C1C[C@@H]2[C@@H](CN(C2)C2CCOCC2)C1)C=1C=NN(C1)C